(6-(2-(1-Ethyl-1H-pyrazol-4-yl)-1-hydroxy-2-methylpropyl)pyridin-3-yl)carbamic acid tert-butyl ester C(C)(C)(C)OC(NC=1C=NC(=CC1)C(C(C)(C)C=1C=NN(C1)CC)O)=O